FC1=C(C#N)C=CN=C1 3-fluoroisonicotinnitrile